(S)-9-((5-(3-amino-3-(2,2-difluoroethyl)piperidin-1-yl)-2-(3,4-difluorophenyl)pyridin-4-yl)methyl)-9H-purin-6-amine N[C@]1(CN(CCC1)C=1C(=CC(=NC1)C1=CC(=C(C=C1)F)F)CN1C2=NC=NC(=C2N=C1)N)CC(F)F